FC=1C=CC2=C(CCO2)C1CNC=1N=CC2=C(C(=NC=3C=C(C=CC23)C(=O)N)C2=CC(=NC=C2)OC)N1 3-(((5-fluoro-2,3-dihydrobenzofuran-4-yl)methyl)amino)-5-(2-methoxypyridin-4-yl)pyrimido[4,5-c]quinoline-8-carboxamide